CC1=C(C=CC(=C1)C)C1=C(C2=CN(N=C2C=C1)C(CC(C)C)C1=CC=C(C(=O)N)C=C1)C 4-(1-(5-(2,4-dimethylphenyl)-4-methyl-2H-indazol-2-yl)-3-methylbutyl)benzamide